FC1=C(C=CC(=C1)C(F)(F)F)C1=CC2(CC(C2)NC(OC(C)(C)C)=O)C1 tert-butyl (6-(2-fluoro-4-(trifluoromethyl)phenyl)spiro[3.3]hept-5-en-2-yl)carbamate